OCC1(N2CCC(C1=O)(CC2)C)CO 2,2-bis(hydroxymethyl)-4-methyl-1-azabicyclo[2.2.2]octan-3-one